8-cyclopentyl-2-((7-fluoro-1H-indazol-4-yl)amino)pterin C1(CCCC1)N1C=CN=C2C(NC(N=C12)(N)NC1=C2C=NNC2=C(C=C1)F)=O